NC1CC2CCC(C1)N2C(=O)C=2OC(=C(N2)C2=CC(=C(C#N)C=C2)F)Br 4-(2-(3-amino-8-azabicyclo[3.2.1]octane-8-carbonyl)-5-bromooxazol-4-yl)-2-fluorobenzonitrile